2-((1H-benzo[d][1,2,3]triazol-5-yl)methyl)isoindolin-1-one N1N=NC2=C1C=CC(=C2)CN2C(C1=CC=CC=C1C2)=O